C(C)(C)(CC)NC(C)=O N-t-pentylacetamide